allylphenethylamine C(C=C)NCCC1=CC=CC=C1